dextrose phosphate citrate C(CC(O)(C(=O)O)CC(=O)O)(=O)O.P(=O)(O)(O)O.O=C[C@H](O)[C@@H](O)[C@H](O)[C@H](O)CO